OC=1C(=C(OCCCCOC2=C(C(=O)O)C=CC=C2C)C=CC1C(CC(C)C)=O)C 4-[3-Hydroxy-2-methyl-4-(3-methylbutanoyl)phenoxy]butoxyl-3-methylbenzoic acid